N-(2-(N,N-bis(3,4-dimethylbenzyl)sulfamoyl)pyridin-4-yl)-2-chloro-5-(trifluoromethyl)nicotinamide CC=1C=C(CN(S(=O)(=O)C2=NC=CC(=C2)NC(C2=C(N=CC(=C2)C(F)(F)F)Cl)=O)CC2=CC(=C(C=C2)C)C)C=CC1C